N1=CC(=CC=C1)CCC(=O)Cl 3-(pyridin-3-yl)propanoyl chloride